(S)-2-((2-(3,4-Dimethoxyphenyl)-3-isopropyl-1H-indol-5-yl)oxy)-N-(pyrrolidin-3-yl)acetamid COC=1C=C(C=CC1OC)C=1NC2=CC=C(C=C2C1C(C)C)OCC(=O)N[C@@H]1CNCC1